2,2,2-trifluoro-1-(7-(trifluoromethyl)-4,5-dihydro-1H-benzo[d]azepine-3(2H)-yl)ethanone FC(C(=O)N1CCC2=C(CC1)C=C(C=C2)C(F)(F)F)(F)F